2-chloro-4-(methylamino)pyridine-3-carbonitrile ClC1=NC=CC(=C1C#N)NC